C(C)(C)(C)C=1C=C(C=C(C1)C(C)(C)C)O 3,5-di-tert.-butyl-phenol